N(=S)O Thionitrous Acid